4-(4-((1R,5S)-3,8-diazabicyclo[3.2.1]octan-3-yl)-2-(((S)-4-methylmorpholin-3-yl)methoxy)quinazolin-7-yl)naphthalen-2-ol [C@H]12CN(C[C@H](CC1)N2)C2=NC(=NC1=CC(=CC=C21)C2=CC(=CC1=CC=CC=C21)O)OC[C@H]2N(CCOC2)C